S(SCCN)CCN Disulfanediyldiethanamine